3,5-di-tert-butyl-4-hydroxybenzyl-mercaptoacetic acid octyl ester C(CCCCCCC)OC(C(S)CC1=CC(=C(C(=C1)C(C)(C)C)O)C(C)(C)C)=O